5,8-dihydropteridine-6,7-dione N1=CN=CC=2NC(C(NC12)=O)=O